C(C)(C)(C)C=1C=C(C=C(C1)C(C)(C)C)N1C2=CC=CC=C2C=2C=CC(=CC12)N(C1=CC2=C(C3=C(O2)C=C2C=C4C(OC5=C4C=CC(=C5)N(C5=CC=CC=C5)C5=CC=4N(C6=CC=CC=C6C4C=C5)C5=CC(=CC(=C5)C(C)(C)C)C(C)(C)C)=CC2=C3)C=C1)C1=CC=CC=C1 N,N'-bis[9-(3,5-di-tert-butylphenyl)-9H-carbazol-2-yl]-N,N'-diphenyl-naphtho[2,3-b:6,7-b']bisbenzofuran-3,10-diamine